Benzyl [(1R,3R,4S)-3-hydroxy-4-{methyl[6-(2,2,2-trifluoroethyl)thieno[2,3-d]pyrimidin-4-yl]amino}cyclopentyl]carbamate O[C@@H]1C[C@@H](C[C@@H]1N(C=1C2=C(N=CN1)SC(=C2)CC(F)(F)F)C)NC(OCC2=CC=CC=C2)=O